N1=C(C=CC2=CC=C3C=CC=NC3=C12)C=1C=C(C=CC1)N1C(=NC2=C1C=CC=C2OC)C2=CC=CC=C2 1-[3-(1,10-phenanthrolin-2-yl)phenyl]-4-methoxy-2-phenyl-1H-benzimidazole